CC(COC1=NC=CC(=C1)C1=CC=C2C(=N1)N1C(=N2)CC[C@@H]1C1=CC=CC=C1)(C)O (R)-2-methyl-1-((4-(8-phenyl-7,8-dihydro-6H-pyrrolo[2',1':2,3]imidazo[4,5-b]pyridin-2-yl)pyridin-2-yl)oxy)propan-2-ol